FC1=NC(=CC=C1CO)C1CCNCC1 (2-fluoro-6-(piperidin-4-yl)pyridin-3-yl)methanol